C(CCCCCCCCCCC)(=O)N[C@@H](CS)C(=O)O N-dodecanoyl-L-cysteine